NC1=NC(=NC(=N1)N)C(CCC)C=1N=C(NC1C)CO 1-(4,6-diamino-s-triazin-2-yl)butyl-2-hydroxymethyl-5-methylimidazole